decamercaptocapric acid SC(C(C(C(C(C(O)=O)(S)S)(S)S)(S)S)(S)S)(CCCC)S